2-nitro-5-(piperidin-1-yl)pyridine [N+](=O)([O-])C1=NC=C(C=C1)N1CCCCC1